methyl (Z)-1-(4-amino-2-fluorobut-2-en-1-yl)-4-(3-(ethylsulfonyl)phenyl)-1H-benzo[d][1,2,3]triazol-6-carboxylate NC\C=C(\CN1N=NC2=C1C=C(C=C2C2=CC(=CC=C2)S(=O)(=O)CC)C(=O)OC)/F